O1C(NCC1)=O.[Pb] lead oxazolidinone